methyl 8-((5-amino-7-(butylamino)-1H-pyrazolo[4,3-d]pyrimidin-1-yl)methyl)quinoline-4-carboxylate NC=1N=C(C2=C(N1)C=NN2CC=2C=CC=C1C(=CC=NC21)C(=O)OC)NCCCC